C(C)O[Si](CCCCN1N=NN=C1CCCCCC1=NN=NN1CCCC[Si](OCC)(OCC)OCC)(OCC)OCC 5,5'-pentamethylenebis{1-[4-(triethoxysilyl)butyl]-1,2,3,4-tetrazole}